4-(1-(4-isopropylphenyl)ethyl)pyridine magnesium [Mg].C(C)(C)C1=CC=C(C=C1)C(C)C1=CC=NC=C1